dimethyl 4-chloro-4-cyclohexene-1,2-dicarboxylate ClC=1CC(C(CC1)C(=O)OC)C(=O)OC